8-((3S,5R)-3-(((R)-1-methyl-2-oxopyrrolidin-3-yl)amino)-5-(trifluoromethyl)piperidin-1-yl)quinoxaline-5-carbonitrile CN1C([C@@H](CC1)N[C@@H]1CN(C[C@@H](C1)C(F)(F)F)C1=CC=C(C=2N=CC=NC12)C#N)=O